5-(3-(2,5-difluorophenyl)morpholinyl)pyrazolo[1,5-a]Pyrimidine-3-carboxylic acid ethyl ester C(C)OC(=O)C=1C=NN2C1N=C(C=C2)N2C(COCC2)C2=C(C=CC(=C2)F)F